(vinyl)diphenyl-(hydroxy)prolinol C(=C)C1([C@](N(CC1)O)(CO)C1=CC=CC=C1)C1=CC=CC=C1